cis-4-aminocyclohexan-1-ol hydrogen chloride Cl.N[C@H]1CC[C@H](CC1)O